COS(=O)(=O)[O-].C[N+]1=CN(C=C1)C=C 3-methyl-N-vinyl-imidazolium methyl-sulfate